NC1=CC=C(CCN2[C@H](O[C@@H](C2=O)C)C=2C(=NN(C2)C2=CC=C(C=C2)Br)C2=CSC=C2)C=C1 (2R,5R)-3-(4-aminophenethyl)-2-(1-(4-bromophenyl)-3-(thiophen-3-yl)-1H-pyrazol-4-yl)-5-methyloxazolidin-4-one